N1C(=NC2=C1C=CC=C2)CNCCC=2SC=C(N2)C(=O)NCC2=C(C=CC=C2)S(=O)(=O)N2CCOCC2 2-{2-[(1H-1,3-Benzodiazol-2-ylmethyl)amino]ethyl}-N-{[2-(morpholine-4-sulfonyl)phenyl]methyl}-1,3-thiazole-4-carboxamide